2-(2,4-dichloro-6-methyl-3-pyridinyl)-1,3,4-oxadiazole ClC1=NC(=CC(=C1C=1OC=NN1)Cl)C